3-((tert-butylamino)methyl)benzylamine C(C)(C)(C)NCC=1C=C(CN)C=CC1